CC=1N=C2C(=NC1)C(=NC(=C2)C2CC(OCC2)C2=CC(=NC=C2)C)C=2C=NC(=CC2)C(F)(F)F 2-methyl-7-(2-(2-methylpyridin-4-yl)tetrahydro-2H-pyran-4-yl)-5-(6-(trifluoromethyl)pyridin-3-yl)pyrido[3,4-b]pyrazine